5-(trifluoromethyl)-1H-pyrazole-4-carboxylic acid hydrochloride Cl.FC(C1=C(C=NN1)C(=O)O)(F)F